Cl.FCCCOC[C@H](N)C(=O)OCC1=CC(=NC(=C1)Cl)Cl (2,6-Dichloropyridin-4-yl)methyl O-(3-fluoropropyl)-L-serinate hydrochloride